(2R)-1-tert-butoxycarbonyl-4-oxo-azetidine-2-carboxylic acid C(C)(C)(C)OC(=O)N1[C@H](CC1=O)C(=O)O